(R) or (S)-N'-((3-cyclopropyl-2-(trifluoromethyl)-6,7-dihydro-5H-cyclopenta[b]pyridin-4-yl)carbamoyl)-4-(2-hydroxypropan-2-yl)thiophene-2-sulfonimidamide C1(CC1)C=1C(=C2C(=NC1C(F)(F)F)CCC2)NC(=O)N=[S@](=O)(N)C=2SC=C(C2)C(C)(C)O |o1:20|